1-N-[4-(7-amino-6-carbamoyl-quinolin-4-yl)oxyphenyl]-1-N'-(4-fluorophenyl)-cyclopropane-1,1-dicarboxamide NC1=C(C=C2C(=CC=NC2=C1)OC1=CC=C(C=C1)NC(=O)C1(CC1)C(=O)NC1=CC=C(C=C1)F)C(N)=O